C(C)C1=C(C=CC(=C1)N1C2CN(C(C1)C2)C)NC2=NC=C(C(=N2)NCCCN2C(CC2)=O)C(F)(F)F 1-(3-((2-((2-ethyl-4-(5-methyl-2,5-diazabicyclo[2.2.1]heptan-2-yl)phenyl)amino)-5-(trifluoromethyl)pyrimidin-4-yl)amino)propyl)azetidin-2-one